FC1=C(C=C(C2=CC=CC=C12)C#N)I 4-fluoro-3-iodo-1-naphthalenecarbonitrile